CC1(CCN(C2=CC=C(C=C12)C(=O)N1CCC(CC1)F)C1=NC=CN=C1)C (4,4-dimethyl-1-(pyrazin-2-yl)-1,2,3,4-tetrahydroquinolin-6-yl)(4-fluoropiperidin-1-yl)methanone